C1(=CC=CC=C1)C=1NC(C(N1)C1=CC=CC=C1)C1=CC=CC=C1 2,4,5-triphenyl-imidazoline